2-bromo-3-fluoro-4-((tetrahydro-2H-pyran-4-yl)amino)benzonitrile BrC1=C(C#N)C=CC(=C1F)NC1CCOCC1